C1(=CC=CC=C1)N1NC(C=C1C1=CC=C(C=C1)OC)C1=CC=C(C=C1)C(C)C 1-phenyl-3-(4-isopropyl-phenyl)-5-(4-methoxy-phenyl)-dihydropyrazole